C(#N)C1=C(C=CC=C1)N1CCC(CC1)CCC(=O)NC1=C2C=CNC2=CC=C1 3-(1-(2-cyanophenyl)piperidin-4-yl)-N-(1H-indol-4-yl)propanamide